(S)-4-(1-Methyl-5-(5-(2-methyl-4-(oxetan-3-yl)piperazin-1-yl)pyridin-2-ylamino)-6-oxo-1,6-dihydropyridin-3-yl)-2-(1-oxo-6,7,8,9-tetrahydropyrazino[1,2-a]indol-2(1H)-yl)nicotinaldehyde CN1C=C(C=C(C1=O)NC1=NC=C(C=C1)N1[C@H](CN(CC1)C1COC1)C)C1=CC=NC(=C1C=O)N1C(C=2N(C=3CCCCC3C2)C=C1)=O